BrC=1C(=C(C(=NC1)C)N)N 5-bromo-2-methyl-pyridine-3,4-diamine